CC(=C)CCNC1=NC(=NC2=C1NC=N2)SCC3=CC=CC=C3 2-benzylthio-N6-isopentenyladenine